C(=O)OOCC1=CC=CC=C1 benzyloxy formate